2-phenyl-2,3-dihydro-quinazoline C1(=CC=CC=C1)C1N=C2C=CC=CC2=CN1